5-(2-Isopropyl-4,5-dimethoxy-benzyl)-N*4*-(tetrahydro-pyran-4-yl)-pyrimidine-2,4-diamine C(C)(C)C1=C(CC=2C(=NC(=NC2)N)NC2CCOCC2)C=C(C(=C1)OC)OC